N-((9-β-D-ribofuranosylpurin-6-yl)-carbamoyl)threonine [C@@H]1([C@H](O)[C@H](O)[C@H](O1)CO)N1C2=NC=NC(=C2N=C1)NC(=O)N[C@@H]([C@H](O)C)C(=O)O